[V+4].C1(=CC=CC=C1)C=1C2=CC=C(N2)C(=C2C=CC(C(=C3C=CC(=C(C=4C=CC1N4)C4=CC=CC=C4)N3)C3=CC=CC=C3)=N2)C2=CC=CC=C2 5,10,15,20-tetraphenyl-21H,23H-porphin vanadium (IV)